tert-butyl (5-bromoimidazo[1,2-a]pyridin-2-yl)carbamate BrC1=CC=CC=2N1C=C(N2)NC(OC(C)(C)C)=O